Cl[Pd](PC1=CC=CC=C1)(PC1=CC=CC=C1)Cl dichlorobis(phenylphosphino)palladium